C1=C(CCC2=CC=CC=C12)C=O 3,4-dihydro-naphthalene-2-carbaldehyde